4,4,5-trifluoro-3,3-dimethyl-isoquinoline FC1(C(N=CC2=CC=CC(=C12)F)(C)C)F